4-amino-3-chloro-N-(3-chloro-4-fluorophenyl)-2-methyl-2,4,5,6-tetrahydrocyclopenta[c]pyrrole-1-carboxamide NC1CCC2=C(N(C(=C21)Cl)C)C(=O)NC2=CC(=C(C=C2)F)Cl